2-chloro-3-(pyridin-yl)prop-2-en-1-one ClC(C=O)=CC1=NC=CC=C1